C(#N)C(C)(C)NC(=O)C1=NC=CC(=C1)NC(=O)C=1C=NC(=NC1)C1CC1 N-[2-[(1-cyano-1-methyl-ethyl)carbamoyl]-4-pyridinyl]-2-cyclopropyl-pyrimidine-5-carboxamide